4-[4-(difluoromethoxy)-2-fluoro-phenyl]-6,7-dimethyl-2-[(6R)-6-(1-cyclopropylpyrazol-4-yl)-3,6-dihydro-2H-pyran-4-yl]pteridine FC(OC1=CC(=C(C=C1)C1=NC(=NC2=NC(=C(N=C12)C)C)C=1CCO[C@H](C1)C=1C=NN(C1)C1CC1)F)F